BrC=1C(=C(C=2C(C3=C(C=CC(=C3C(C2C1O)=O)N)O)=O)N)Br dibromo-1,5-diamino-4,8-dihydroxy-9,10-anthracenedione